Ethyl 2-(4-((3-(4-methoxyphenyl)-2,5-dioxoimidazolin-1-yl)methyl)-2,6-dimethylphenoxy)-2-methylpropionate COC1=CC=C(C=C1)N1C(N(C(C1)=O)CC1=CC(=C(OC(C(=O)OCC)(C)C)C(=C1)C)C)=O